N-methyl-3,3-dioxo-3λ6-thiabicyclo[3.1.0]hexane-6-carboxamide CNC(=O)C1C2CS(CC12)(=O)=O